C(\C=C\C1=CC=C(C=C1)O)(=O)OC\C=C\C1=CC(OC)=C(O)C(OC)=C1 sinapyl coumarate